C(CCCCCCCCCCCCCCCCCCC)C(=O)CCl chloromethyl arachidyl ketone